C(C1=CC=CC=C1)OCC[B-](F)(F)F.[K+] potassium (2-(benzyloxy)ethyl)trifluoroborate